(6-chlorohexyl)triethoxysilane ClCCCCCC[Si](OCC)(OCC)OCC